5-ethynylpyrimidine C(#C)C=1C=NC=NC1